CCCCCCCCCCCC(=O)O[C@H](COC(=O)CCC/C=C\C/C=C\C/C=C\C/C=C\C/C=C\CC)COP(=O)(O)OC[C@H](CO)O 1-(5Z,8Z,11Z,14Z,17Z-eicosapentaenoyl)-2-dodecanoyl-glycero-3-phospho-(1'-sn-glycerol)